[Li+].ClC1=CC=C(C=C1)S(=O)[O-] p-chlorobenzenesulfinic acid lithium salt